N-(cyclopropylmethyl)-1,1,1-trifluoromethylsulfonamide C1(CC1)CNS(=O)(=O)C(F)(F)F